C(#N)C1=CC=C(C=N1)C=1N=C2C(=NC1)N=C(S2)C=2C(=C(C(=O)N)C=CN2)C2=C(C=CC=C2)OC (6-(6-cyanopyridin-3-yl)thiazolo[4,5-b]pyrazin-2-yl)-3-(2-methoxyphenyl)isonicotinamide